(5S,8R,9S,10R,13S,14S,17S)-10,13-dimethyl-17-(6-(tetrahydro-2H-pyran-2-yloxy)hexyloxy)-4,5,6,7,8,9,10,11,12,13,14,15,16,17-tetradecahydro-3H-cyclopenta[a]phenanthren-3-one C[C@]12[C@H]3CC[C@@]4([C@H](CC[C@H]4[C@@H]3CC[C@H]2CC(C=C1)=O)OCCCCCCOC1OCCCC1)C